3-(4-((5-((1-(4-((5-chloro-4-((2-(dimethylphosphono)phenyl)amino)pyrimidin-2-yl)amino)-3-methoxyphenyl)piperidin-4-yl)amino)pentyl)amino)-1-oxoisoindolin-2-yl)piperidine-2,6-dione ClC=1C(=NC(=NC1)NC1=C(C=C(C=C1)N1CCC(CC1)NCCCCCNC1=C2CN(C(C2=CC=C1)=O)C1C(NC(CC1)=O)=O)OC)NC1=C(C=CC=C1)P(=O)(OC)OC